(difluoromethoxy)-2-fluorobenzenesulfonamide FC(OC=1C(=C(C=CC1)S(=O)(=O)N)F)F